2-[6-(4-chlorophenoxy)-2-(trifluoromethyl)-3-pyridinyl]-1-(1,2,4-triazol-1-yl)propan-2-ol tert-butyl-((5-nitrothiazol-2-yl)carbamoyl)benzoate C(C)(C)(C)C=1C(=C(C(=O)OC(CN2N=CN=C2)(C)C=2C(=NC(=CC2)OC2=CC=C(C=C2)Cl)C(F)(F)F)C=CC1)C(NC=1SC(=CN1)[N+](=O)[O-])=O